5-chloro-2-(4-fluoro-2-methylphenoxy)-6-methylnicotinic acid ClC=1C(=NC(=C(C(=O)O)C1)OC1=C(C=C(C=C1)F)C)C